O1C(NC(C2=C1C=CC=C2)=O)=O 2H-benzo[e][1,3]oxazine-2,4(3H)-dione